1-N'-(4-fluorophenyl)-1-N-[4-[[7-methoxy-6-(2-methylpyrazol-3-yl)-1,5-naphthyridin-4-yl]oxy]phenyl]cyclopropane-1,1-dicarboxamide FC1=CC=C(C=C1)NC(=O)C1(CC1)C(=O)NC1=CC=C(C=C1)OC1=CC=NC2=CC(=C(N=C12)C=1N(N=CC1)C)OC